C(CC)(=O)OCC ethyl propionate